ClC=1C=C(C=CC1OCC1CC1)N(C(C#C[Si](C(C)C)(C(C)C)C(C)C)=O)C(C(=O)NC1=C(C=CC=C1)O)C(C)(C)C 2-(N-(3-chloro-4-(cyclopropylmethoxy)phenyl)-3-(triisopropylsilyl)propiolamido)-N-(2-hydroxyphenyl)-3,3-dimethylbutanamide